8-methyl-8-(4'-t-butylcyclohexyloxy)carbonyltetracyclo[4.4.0.12,5.17,10]dodec-3-ene CC1(C2C3C4C=CC(C3C(C1)C2)C4)C(=O)OC4CCC(CC4)C(C)(C)C